4-{[3-(7-{[(3S,4R)-3-fluoro-1-methylpiperidin-4-yl]amino}-3-[(trifluoromethyl)sulfanyl]-1-benzothiophen-2-yl)prop-2-yn-1-yl]amino}-N-methylbenzamide F[C@H]1CN(CC[C@H]1NC1=CC=CC=2C(=C(SC21)C#CCNC2=CC=C(C(=O)NC)C=C2)SC(F)(F)F)C